CN(C1=NC(=CC=C1C1=CC2(CC2)CCN1C(=O)OC(C)(C)C)C(=O)OC)C tert-butyl 5-[2-(dimethylamino)-6-(methoxycarbonyl)pyridin-3-yl]-6-azaspiro[2.5]oct-4-ene-6-carboxylate